C(C)(C)(C)OC(=O)NC(CN(C1=C(C=C(C=C1)NC1=NC=2N(C(=C1)N(C(OC(C)(C)C)=O)C1CC1)N=CC2C#N)C[S@](=O)C)C)(C)C |r| (±)-tert-Butyl (5-((4-((2-((tert-butoxycarbonyl)amino)-2-methylpropyl)(methyl)amino)-3-((methylsulfinyl)methyl)phenyl)amino)-3-cyanopyrazolo[1,5-a]pyrimidin-7-yl)(cyclopropyl)carbamate